C1(CCC1)OC=1C=C2C(=NNC(C2=CC1)=O)CC=1C=CC2=C(C(=NO2)N2CCNCC2)C1 6-cyclobutoxy-4-((3-(piperazin-1-yl)benzo[d]isoxazol-5-yl)methyl)phthalazin-1(2H)-one